C1N(CCC2=CC=CC=C12)C[C@H](CN1CCOC2=C(C1=O)C=CC(=C2)OC2CCN(CC2)C2COC2)O 4-[(2R)-3-(3,4-dihydro-1H-isoquinolin-2-yl)-2-hydroxy-propyl]-8-[[1-(oxetan-3-yl)-4-piperidyl]oxy]-2,3-dihydro-1,4-benzoxazepine-5-one